3-(4-pyridazin-3-ylpyridazin-1-ium-1-yl)propionic acid chloride N1=NC(=CC=C1)C1=CN=[N+](C=C1)CCC(=O)Cl